FC1=C(C(=C(C(=C1C(CCCOB([O-])[O-])(C1=C(C(=C(C(=C1F)F)F)F)F)C1=C(C(=C(C(=C1F)F)F)F)F)F)F)F)F tris(pentafluorophenyl)butylborate